4-[5-(1-hydroxy-1-methyl-ethyl)-2-[[5-[2-(4-piperidyl)ethyl]-2-pyridyl]oxy]phenyl]-6-methyl-1-(p-tolylsulfonyl)pyrrolo[2,3-c]pyridin-7-one OC(C)(C)C=1C=CC(=C(C1)C=1C2=C(C(N(C1)C)=O)N(C=C2)S(=O)(=O)C2=CC=C(C=C2)C)OC2=NC=C(C=C2)CCC2CCNCC2